CC1(N=C(OC1)C1=CC(=C(C=C1)CO)C)C (4-(4,4-Dimethyl-4,5-Dihydrooxazol-2-yl)-2-Methylphenyl)Methanol